4-((2S,4r,6S)-2-cyano-7-((5-methoxy-7-methyl-1H-indol-4-yl)methyl)-7-azaspiro[3.5]nonan-6-yl)-N-((2-oxo-1,2-dihydropyridin-3-yl)methyl)benzamide C(#N)C1CC2(C1)C[C@H](N(CC2)CC2=C1C=CNC1=C(C=C2OC)C)C2=CC=C(C(=O)NCC=1C(NC=CC1)=O)C=C2